(3,5-dimethylphenyl)tert-butoxyphosphine chloride [Cl-].CC=1C=C(C=C(C1)C)POC(C)(C)C